2-(3-isopropyl-2-(8-methyl-[1,2,4]triazolo[1,5-a]pyridin-6-yl)-1H-indol-5-yl)-5,5-dimethylmorpholine-4-carboxylic acid tert-butyl ester C(C)(C)(C)OC(=O)N1CC(OCC1(C)C)C=1C=C2C(=C(NC2=CC1)C=1C=C(C=2N(C1)N=CN2)C)C(C)C